N1C=NC2=C1C=CC(=C2)NC(C#N)C2=CC=C(C=C2)C2=CN=C(S2)C(F)(F)F (1H-benzimidazol-5-ylamino){4-[2-(trifluoromethyl)-1,3-thiazol-5-yl]phenyl}acetonitrile